4-hydroxy-3-methylbenzoic acid OC1=C(C=C(C(=O)O)C=C1)C